(S) or (R)-5-(hydroxymethyl)-1-isopropyl-N'-((1',5',6',7'-tetrahydro-2'H-spiro[cyclopropane-1,3'-dicyclopenta[b,e]pyridin]-8'-yl)carbamoyl)-1H-pyrazole-3-sulfonimidamide OCC1=CC(=NN1C(C)C)[S@](=O)(N)=NC(NC1=C2C(=NC3=C1CCC3)C3(CC2)CC3)=O |o1:10|